2-((1r,2r)-1-(2-cyanophenyl)-1-(2-methylpyrimidin-5-yl)propan-2-yl)-5-hydroxy-N-(isoxazol-4-yl)-1-methyl-6-oxo-1,6-dihydropyrimidine-4-carboxamide C(#N)C1=C(C=CC=C1)[C@@H]([C@@H](C)C=1N(C(C(=C(N1)C(=O)NC=1C=NOC1)O)=O)C)C=1C=NC(=NC1)C